BrC1=C(C=CC=C1)S(=O)[O-].[Na+] sodium bromobenzenesulfinate